(Z)-N'-methyl-4-(1,4,4,4-tetrafluoro-3-(3,4,5-trichlorophenyl)but-1-en-1-yl)-2-(trifluoromethyl)-N'-(4-(trifluoromethyl)pyrimidin-2-yl)benzoyl-hydrazine CN(NC(C1=C(C=C(C=C1)/C(=C/C(C(F)(F)F)C1=CC(=C(C(=C1)Cl)Cl)Cl)/F)C(F)(F)F)=O)C1=NC=CC(=N1)C(F)(F)F